(R)-1-(3-(difluoromethyl)-2-fluorophenyl)prop-2-yn-1-amine hydrochloride Cl.FC(C=1C(=C(C=CC1)[C@@H](C#C)N)F)F